C1(=CC=C(C=C1)N(C1=CC=C(C=C1)C)C1=CC=C(C=C1)C1(CCCCC1)C1=CC=C(C=C1)N(C1=CC=C(C=C1)C)C1=CC=C(C=C1)C)C bis-[4-(N,N-di-p-tolylamino)-phenyl]cyclohexane